C(C)(C)(C)OC(=O)N(C\C=C(\C(=O)O)/F)[C@H]1COCC1 (R,Z)-4-((tert-butoxycarbonyl)(tetrahydrofuran-3-yl)amino)-2-fluorobut-2-enoic acid